C1CCC2=C(C=3CCCC3C=C12)NC(=O)N=S(=O)(N)C=1C=NN2C1OCC(C2)(NC)C N'-((1,2,3,5,6,7-hexahydro-s-indacen-4-yl)carbamoyl)-6-methyl-6-(methylamino)-6,7-dihydro-5H-pyrazolo[5,1-b][1,3]oxazine-3-sulfonimidamide